N-(4-{[6-(5-chloro-2-fluorophenyl)-3-(1-methyl-1,2,3,6-tetrahydropyridin-4-yl)pyridazin-4-yl]amino}pyridin-2-yl)-3-(4-methylpiperazin-1-yl)propanamide ClC=1C=CC(=C(C1)C1=CC(=C(N=N1)C=1CCN(CC1)C)NC1=CC(=NC=C1)NC(CCN1CCN(CC1)C)=O)F